NC1=NC=NN2C1=C(C=C2C=2C=NC(=C(C(=O)N[C@@H]1CN(C[C@@H]1F)S(=O)(=O)CCC1=CC=CC=C1)C2)OC([2H])([2H])[2H])CN2CC(C2)(F)F 5-{4-amino-5-[(3,3-difluoroazetidin-1-yl)methyl]pyrrolo[2,1-f][1,2,4]triazin-7-yl}-N-[(3R,4S)-4-fluoro-1-(2-phenylethanesulfonyl)pyrrolidin-3-yl]-2-(methoxy-d3)nicotinamide